C(C)[Si](OC1CCCCC1)(CC)CC 1-(triethylsiloxy)cyclohexane